NC1=C(C(=NC2=CC=CC(=C12)OCC(C(=O)NC(C)C)(C)C)C)C(=O)O 4-amino-5-[2,2-dimethyl-3-[(1-methylethyl)amino]-3-oxopropoxy]-2-methyl-3-quinolinecarboxylic acid